6-[5-Methyl-1-[1-(oxetan-3-yl)-4-piperidyl]triazol-4-yl]-4-[1-[5-(trifluoromethyl)pyridazin-3-yl]ethoxy]pyrazolo[1,5-a]pyridine-3-carbonitrile CC1=C(N=NN1C1CCN(CC1)C1COC1)C=1C=C(C=2N(C1)N=CC2C#N)OC(C)C=2N=NC=C(C2)C(F)(F)F